NC=1C(=NSC1)C(=O)OC methyl 4-aminoisothiazole-3-carboxylate